C(C1=CC=CC=C1)OC([C@](N)(CC1=CC=CC=C1)C(F)F)=O (R)-alpha-difluoromethylphenylalanine benzyl ester